C1(CC1)C(=O)N1[C@H]2CN(C[C@@H]1CC2)C2=NC(=NC=C2F)NC2=CN=NC=C2 cyclopropyl{(1R,5S)-3-[5-fluoro-2-(pyridazin-4-ylamino)pyrimidin-4-yl]-3,8-diazabicyclo[3.2.1]oct-8-yl}methanone